ClC1=C(C=CC(=C1)C(F)(F)F)NC(C(C)N1C=2N(C(C3=C1CCC31CCNCC1)=O)N=C(N2)C=2CCOCC2)=O N-(2-chloro-4-(trifluoromethyl)phenyl)-2-(2-(3,6-dihydro-2H-pyran-4-yl)-8-oxo-5,8-dihydrospiro[cyclopenta[d][1,2,4]triazolo[1,5-a]pyrimidine-7,4'-piperidin]-4(6H)-yl)propanamide